2-ethoxyethyl (R)-1-((4'-(1,1,1,3,3,3-hexafluoro-2-hydroxypropan-2-yl)-2-methyl-[1,1'-biphenyl]-4-yl)methyl)-4-(pyridin-4-ylmethyl)piperazine-2-carboxylate FC(C(C(F)(F)F)(O)C1=CC=C(C=C1)C1=C(C=C(C=C1)CN1[C@H](CN(CC1)CC1=CC=NC=C1)C(=O)OCCOCC)C)(F)F